7-bromo-6-chloro-8-fluoro-5-((S)-3-(1-fluorocyclopropyl)-3-(methylamino)propoxy)-2-(((2R,7aS)-2-fluorotetrahydro-1H-pyrrolizin-7a(5H)-yl)methoxy)quinazolin-4-ol BrC1=C(C(=C2C(=NC(=NC2=C1F)OC[C@]12CCCN2C[C@@H](C1)F)O)OCC[C@H](NC)C1(CC1)F)Cl